C(C)ONC(=O)C=1N=NC(=CC1NC1=C(C(=CC=C1)C1=NC=C(C=N1)C)OC)NC1=NC=CC=N1 N-ethoxy-4-((2-methoxy-3-(5-methyl-pyrimidin-2-yl)phenyl)amino)-6-(pyrimidin-2-yl-amino)pyridazine-3-carboxamide